2-chloro-3,4-dimethoxybenzoic acid ClC1=C(C(=O)O)C=CC(=C1OC)OC